OC1(CCN(CC1)C(=O)C=1C=NN(C1)C)CN1C=NC=2C(C1=O)=NN(C2C=2C=C1CCC(C1=CC2)NC)C 6-((4-hydroxy-1-(1-methyl-1H-pyrazole-4-carbonyl)piperidin-4-yl)methyl)-2-methyl-3-(1-(methylamino)-2,3-dihydro-1H-inden-5-yl)-2H-pyrazolo[4,3-d]pyrimidin-7(6H)-one